(R)-2-(2,2-dimethylbutanoylamino)-2-phenylacetic acid CC(C(=O)N[C@@H](C(=O)O)C1=CC=CC=C1)(CC)C